C1(=CC(=CC=C1)C1CN(C1)C=1C=C2C(=CC=NC2=CC1)C(=O)OCC)C ethyl 6-(3-(m-tolyl)azetidin-1-yl)quinoline-4-carboxylate